The molecule is a member of the class of pterocarpans that is (6aR,11aR)-pterocarpan substituted by hydroxy groups at positions 3 and 8, a methoxy group at position 9 and prenyl groups at positions 2 and 10. Isolated from the roots of Lespedeza floribunda, it acts as a melanin synthesis inhibitor. It has a role as a melanin synthesis inhibitor and a plant metabolite. It is a member of pterocarpans, a member of phenols and an aromatic ether. CC(=CCC1=CC2=C(C=C1O)OC[C@@H]3[C@H]2OC4=C(C(=C(C=C34)O)OC)CC=C(C)C)C